5-Bromo-2-hydroxy-N,N-dimethylbenzamide BrC=1C=CC(=C(C(=O)N(C)C)C1)O